ClC=1C=CC2=C(C(CN(S2(=O)=O)[C@@H](C(C)C2=C(C(=CC=C2F)C)C)C2=NNC(O2)=O)=O)C1 5-((1S)-1-(6-chloro-1,1-dioxido-4-oxo-3,4-dihydro-2H-benzo[e][1,2]thiazin-2-yl)-2-(6-fluoro-2,3-dimethylphenyl)propyl)-1,3,4-oxadiazol-2(3H)-one